ClC=1N=C(N2C1C(=CC(=C2)S(NC2(CC2)CF)(=O)=O)N2CCN(CC2)C(=O)N(C)C)C=2SC(=NN2)C(F)F 4-[1-chloro-3-[5-(difluoromethyl)-1,3,4-thiadiazol-2-yl]-6-[[1-(fluoromethyl)cyclopropyl]sulfamoyl]imidazo[1,5-a]pyridin-8-yl]-N,N-dimethyl-piperazine-1-carboxamide